COC=1C=C(C=C(C1)OC)NC1=CC=C2N=CC(=NC2=C1)C=1C=NN(C1)C1CCN(CC1)C(=O)C1(CN(C1)C(\C=C\CN(C)C)=O)C#N (E)-3-(4-(4-(7-((3,5-dimethoxyphenyl)amino)-quinoxalin-2-yl)-1H-pyrazol-1-yl)piperidine-1-carbonyl)-1-(4-(dimethyl-amino)but-2-enoyl)-azetidine-3-carbonitrile